ClCC1=CC(=NC=C1C)C(C(C(=O)OC(C)(C)C)(C)C)C1=C(C=2N(C=C1)C(=NN2)C(F)F)C tert-Butyl 3-(4-(chloromethyl)-5-methylpyridin-2-yl)-3-(3-(difluoromethyl)-8-methyl-[1,2,4]triazolo[4,3-a]pyridin-7-yl)-2,2-dimethylpropanoate